C12N(CC(NC1)CC2)C=2C=C1CN(C(C1=C(C2F)F)=O)C2CNCCC2 3-(5-(2,5-diazabicyclo[2.2.2]octan-2-yl)-6,7-difluoro-1-oxoisoindoline-2-yl)piperidine